N[C@H](C)C=1N=C2N(C=C(C=C2N2C(OC3(COC3)C2)=O)C2CC2)C1 (R)-7-(2-(1-aminoethyl)-6-cyclopropylimidazo[1,2-a]pyridin-8-yl)-2,5-dioxa-7-azaspiro[3.4]octan-6-one